O1[C@@H](COCC1)COC1=C2C(=NC(=C1)F)C(=C(N2)C2=CC(=NC=C2)NC([C@H](CC(F)F)C2=CC=C(C=C2)F)=O)C2=NC=CC=C2 |&1:26| (2RS)-N-(4-{7-[(2S)-1,4-dioxan-2-ylmethoxy]-5-fluoro-3-(pyridin-2-yl)-1H-pyrrolo[3,2-b]pyridin-2-yl}pyridin-2-yl)-4,4-difluoro-2-(4-fluorophenyl)butanamide